ClC=1C=2N(C=C(C1)S(=O)(=O)Cl)C(=CN2)C=2SC(=NN2)C2(CC2)C#N 8-chloro-3-[5-(1-cyanocyclopropyl)-1,3,4-thiadiazol-2-yl]imidazo[1,2-a]pyridine-6-sulfonyl chloride